aminophthalic acid hydrazide NC1=C(C(C(=O)NN)=CC=C1)C(=O)O